(R)-6-(3-benzylmorpholino)-4-morpholinopyridin-2(1H)-one C(C1=CC=CC=C1)[C@@H]1COCCN1C1=CC(=CC(N1)=O)N1CCOCC1